(biphenyl-4-yl)(phenyl)[4'-(9-phenyl-9H-carbazol-3-yl)biphenyl-4-yl]amine C1(=CC=C(C=C1)N(C1=CC=C(C=C1)C1=CC=C(C=C1)C=1C=CC=2N(C3=CC=CC=C3C2C1)C1=CC=CC=C1)C1=CC=CC=C1)C1=CC=CC=C1